COC=1C=C(C=CC1OC)C=1N(C2=C(C(=NC(=C2)C2=CC=C(C=C2)N2CC3(CN(C3)CC(C)(O)C)C2)C)N1)C 1-(6-(4-(2-(3,4-dimethoxyphenyl)-1,4-dimethyl-1H-imidazo[4,5-c]pyridin-6-yl)phenyl)-2,6-diazaspiro[3.3]heptan-2-yl)-2-methylpropan-2-ol